N-(4-(4-(2-(4,4-difluoropiperidin-1-yl)-6-methylpyrimidin-4-yl)-1H-pyrazol-1-yl)-3-(6-azaspiro[2.5]oct-6-yl)phenyl)-1-hydroxypropane-2-sulfonamide FC1(CCN(CC1)C1=NC(=CC(=N1)C=1C=NN(C1)C1=C(C=C(C=C1)NS(=O)(=O)C(CO)C)N1CCC2(CC2)CC1)C)F